tert-butyl 5-((5-(cyclopropylcarbamoyl)-3-(methylcarbamoyl)-2-oxopyridin-1(2H)-yl) methyl)-3,4-dihydroisoquinoline-2(1H)-carboxylate C1(CC1)NC(=O)C=1C=C(C(N(C1)CC1=C2CCN(CC2=CC=C1)C(=O)OC(C)(C)C)=O)C(NC)=O